(3R,4R,5S,6R)-6-(hydroxymethyl)-5-(((2S,3R,4S,5R,6R)-3,4,5-trihydroxy-6-(hydroxymethyl)tetrahydro-2H-pyran-2-yl)oxy)tetrahydro-2H-pyran-2,3,4-triol OC[C@@H]1[C@H]([C@@H]([C@H](C(O1)O)O)O)O[C@@H]1O[C@@H]([C@@H]([C@@H]([C@H]1O)O)O)CO